C(C(C)C)C(=O)CC(C)C Isobutyl Ketone